Cl.ClC1=CC2=C(C=N1)CCN2C(CN2C[C@H](NCC2)C)=O 1-(6-Chloro-2,3-dihydro-pyrrolo[3,2-c]pyridin-1-yl)-2-((R)-3-methyl-piperazin-1-yl)-ethanone hydrochloride salt